BrC1=C(C=C2C(NC(NC2=C1F)=O)=O)F 7-bromo-6,8-difluoro-1H-quinazoline-2,4-dione